C[C@@H]1CN(C[C@@H](O1)C)CC1(CCN(CC1)C(=O)OC(C)(C)C)F tert-butyl 4-{[(2R,6S)-2,6-dimethylmorpholin-4-yl]methyl}-4-fluoropiperidine-1-carboxylate